N[C@@H]1C2=CC=CC=C2CC12CCN(CC2)C=2NC(C1=C(N2)NN=C1C1=CCOC2=NC=CC=C21)=O (S)-6-(1-amino-1,3-dihydrospiro[indene-2,4'-piperidin]-1'-yl)-3-(2H-pyrano[2,3-b]pyridin-4-yl)-1,5-dihydro-4H-pyrazolo[3,4-d]pyrimidin-4-one